FC(C1=NN=C(S1)C1=NC(=NC2=C(C=C(C=C12)S(=O)(=O)NC1(CC1)C)N1C[C@@H](NCC1)C(C)(C)O)C)F (R)-4-(5-(difluoromethyl)-1,3,4-thiadiazol-2-yl)-8-(3-(2-hydroxypropan-2-yl)piperazin-1-yl)-2-methyl-N-(1-methylcyclopropyl)quinazoline-6-sulfonamide